(R)-((1R,3S-5S)-5-((R)-2-amino-2-phenylacetoxy)-3-(2-amino-6-oxo-1H-purin-9(6H)-yl)-2-methylenecyclopentyl)methyl 2-amino-2-phenylacetate dihydrochloride Cl.Cl.N[C@@H](C(=O)OC[C@H]1C([C@H](C[C@@H]1OC([C@@H](C1=CC=CC=C1)N)=O)N1C=2N=C(NC(C2N=C1)=O)N)=C)C1=CC=CC=C1